tert-butyl 3-amino-2-(2-isobutoxy-6-methylphenyl)-2,4,6,7-tetrahydro-5H-pyrazolo[4,3-c]pyridine-5-carboxylate NC=1N(N=C2C1CN(CC2)C(=O)OC(C)(C)C)C2=C(C=CC=C2C)OCC(C)C